COC(C(F)(F)F)(C(F)(F)F)C=1C=C(C=C(C1)C(F)(F)F)OB([O-])[O-] [3-[1-methoxy-2,2,2-trifluoro-1-(trifluoromethyl) ethyl]-5-(trifluoromethyl) phenyl]Borate